tert-butyl 2-(5-aminopyridin-3-yl)-1H-pyrrole-1-carboxylate NC=1C=C(C=NC1)C=1N(C=CC1)C(=O)OC(C)(C)C